4-(3-phenylureido)-phenyl-acrylate C1(=CC=CC=C1)NC(NC1=CC=C(C=C1)OC(C=C)=O)=O